O1C\C(\CCC1)=N/S(=O)C(C)(C)C 2-methyl-propane-2-sulfinic acid [dihydro-pyran-(3Z)-ylidene]-amide